[Br-].COC=1C=C2C(=CC=NC2=CC1)CO (6-methoxy-4-quinolinyl)methanol bromide